The molecule is a bridged organochlorine compound resulting from the Diels-Alder reaction of hexachlorocyclopentadiene with maleic anhydride followed by hydrolysis of the resulting anhydride. A chemical intermediate used in the preparation of fire-retardant polyester resins and plasticisers. It has a role as a carcinogenic agent. It is an organochlorine compound, a dicarboxylic acid and a bridged compound. C1(C(C2(C(=C(C1(C2(Cl)Cl)Cl)Cl)Cl)Cl)C(=O)O)C(=O)O